C(C)(C)(C)OC(C=C)=O t-butylprop-2-enoate